5-(tert-butoxycarbonylmethyloxycarbonyl)-7-oxo-bicyclo[2.2.1]Hept-2-ene C(C)(C)(C)OC(=O)COC(=O)C1C2C=CC(C1)C2=O